FC(S(=O)(=O)OC[C@H]1O[C@@H]([C@H]([C@H]([C@@H]1O[Si](C)(C)C)O[Si](C)(C)C)O[Si](C)(C)C)OC1=CC=C(C=C1)[N+](=O)[O-])(F)F [(2R,3R,4S,5S,6R)-6-(4-nitrophenoxy)-3,4,5-tris[(trimethylsilyl)oxy]oxan-2-yl]methyl trifluoromethanesulfonate